N-(4-bicyclo[2.2.2]octanyl)-4-chloro-1H-pyrrolo[2,3-c]pyridine-2-carboxamide C12CCC(CC1)(CC2)NC(=O)C2=CC=1C(=CN=CC1Cl)N2